ClC=1C=C(C=NC1N1N=CC=N1)NC(=O)N1CC(C=2C=3N(N=CC21)C=C(N3)C)(C)C N-(5-chloro-6-(2H-1,2,3-triazol-2-yl)pyridin-3-yl)-2,9,9-trimethyl-8,9-dihydro-7H-imidazo[1,2-b]pyrrolo[3,2-d]pyridazine-7-carboxamide